N,N'-(5-Amino-3-iminopyridin-2,6(1H,3H)-diyliden)bis{2-[3-(4-methylpiperazin-1-yl)propoxy]pyrazolo[1,5-a]pyridin-3-amin} NC1=CC(C(NC1=NC=1C(=NN2C1C=CC=C2)OCCCN2CCN(CC2)C)=NC=2C(=NN1C2C=CC=C1)OCCCN1CCN(CC1)C)=N